C(C(C)C)N1C=CC=2C=NC(=CC21)C2=NN(C=C2N)C2OCCCC2 3-(1-Isobutyl-1H-pyrrolo[3,2-c]pyridin-6-yl)-1-(tetrahydro-2H-pyran-2-yl)-1H-pyrazol-4-amine